FC1=CC=C2C(N(NC(C2=C1)=O)C)=O 7-fluoro-3-methyl-2H-phthalazine-1,4-dione